[1,2-Bis(diphenylphosphino)benzene] gold(III) dichloride [Au+](Cl)Cl.C1(=CC=CC=C1)P(C1=C(C=CC=C1)P(C1=CC=CC=C1)C1=CC=CC=C1)C1=CC=CC=C1